CN(C1=C(C(=NC=2N1N=CN2)C)CC2=CC=C(C=C2)[S@](=O)(C)=N)C (R)-(4-((7-(dimethylamino)-5-methyl-[1,2,4]triazolo[1,5-a]pyrimidin-6-yl)methyl)phenyl)(imino)(methyl)-λ6-sulfanone